CN(C1=C(C=C2C(C(=CN(C2=N1)C1=C(C=C(C=C1F)F)F)C(=O)NC(C)(CC)C)=O)F)C 7-(dimethylamino)-6-fluoro-N-(2-methylbut-2-yl)-4-oxo-1-(2,4,6-trifluorophenyl)-1,4-dihydro-1,8-naphthyridine-3-carboxamide